2-chloro-8-methoxy-N-methyl-N-Phenylquinazolin-4-amine ClC1=NC2=C(C=CC=C2C(=N1)N(C1=CC=CC=C1)C)OC